(6-(difluoromethoxy)pyridin-3-yl)-3-(2-oxo-3-(3-(5,6,7,8-tetrahydro-1,8-naphthyridin-2-yl)propyl)imidazolidin-1-yl)propanoic acid monohydrate O.FC(OC1=CC=C(C=N1)C(C(=O)O)CN1C(N(CC1)CCCC1=NC=2NCCCC2C=C1)=O)F